CC1=CC(=C(S1)C(=O)OC)N(C(C)=O)CC1CCNCC1 methyl 5-methyl-3-(N-(piperidin-4-ylmethyl)acetamido)thiophene-2-carboxylate